BrC1=CC=CC=2N(C(NC21)=O)C2CCN(CC2)C(=O)NC=2C=NC(=C(C2)C)OC 4-(4-bromo-2-oxo-2,3-dihydro-1H-1,3-benzodiazol-1-yl)-N-(6-methoxy-5-methylpyridin-3-yl)piperidine-1-carboxamide